3-chloro-2-(piperidin-1-yl)aniline dihydrochloride Cl.Cl.ClC=1C(=C(N)C=CC1)N1CCCCC1